2-amino-7-fluoro-5-oxo-5H-chromeno[2,3-b]pyridine NC1=CC=C2C(=N1)OC1=CC=C(C=C1C2=O)F